[Br-].NCCN1C(=[N+](C=C1)CCN)C 1,3-bis(2-aminoethyl)-2-methylimidazolium bromide